C(C)(C)(C)[Si](OC1C(CC2=C(C=CC=C12)Cl)C=O)(C)C 2-trans-1-[tert-butyl-(dimethyl)silyl]Oxy-4-chloro-2,3-dihydro-1H-indene-2-carbaldehyde